N1,N3,N5-tris(4-(4,5-dihydro-1H-imidazol-2-yl)phenyl)-1,3,5-benzenetricarboxamide N1C(=NCC1)C1=CC=C(C=C1)NC(=O)C1=CC(=CC(=C1)C(=O)NC1=CC=C(C=C1)C=1NCCN1)C(=O)NC1=CC=C(C=C1)C=1NCCN1